C(C1=CC=CC=C1)N1CC2=CN(C=3N=CC=CC3C2=CC1)CC1=C(C=CC=C1)CC 3-Benzyl-6-(2-ethylbenzyl)-2,3,4,6-tetrahydropyrido[3,4-c][1,8]naphthyridine